6-[4-fluoro-2-[5-fluoro-2-(methylsulfanyl)phenyl]pyrrolidin-1-yl]-N-[(3-hydroxyphenyl)methyl]imidazo[1,2-b]pyridazine-3-carboxamide FC1CC(N(C1)C=1C=CC=2N(N1)C(=CN2)C(=O)NCC2=CC(=CC=C2)O)C2=C(C=CC(=C2)F)SC